CC1=CC(=NC(=N1)C1CN(CCC1)C)N1CC2(C=3C=NC(=CC31)NC(C)=O)CC2 N-(1'-(6-methyl-2-(1-methylpiperidin-3-yl)pyrimidin-4-yl)-1',2'-dihydrospiro[cyclopropane-1,3'-pyrrolo[3,2-c]pyridin]-6'-yl)acetamide